BrC1=CC(=C(S1)C(=O)N1C[C@H](CC1)NC(OC(C)(C)C)=O)C tert-butyl (S)-(1-(5-bromo-3-methylthiophene-2-carbonyl)pyrrolidin-3-yl)carbamate